BrC1=CC(=C(NC)C(=C1)[N+](=O)[O-])C(F)F 4-bromo-2-(difluoromethyl)-N-methyl-6-nitroaniline